(2,3-dihydro-1,4-benzodioxin-6-ylmethyl)({4-[(dimethylamino)methyl]phenyl}methyl)amine O1CCOC2=C1C=CC(=C2)CNCC2=CC=C(C=C2)CN(C)C